NC([C@@](CO)(C)NC(=O)C1=C(OC2=C1C=C(C=C2)C2=CC=C(C=C2)C=2C=NN(C2)C)C)=O (S)-N-(1-amino-3-hydroxy-2-methyl-1-oxopropan-2-yl)-2-methyl-5-(4-(1-methyl-1H-pyrazol-4-yl)phenyl)benzofuran-3-carboxamide